ClC1=CC=C(C=C1)C(C)(C)N1C[C@](CC1)(CCC1=CC=C(C=C1)S(=O)(=O)C)[C@H](C(F)(F)F)O |o1:27| (R or S)-1-((R)-1-(2-(4-chlorophenyl)propan-2-yl)-3-(4-(methylsulfonyl)phenethyl)pyrrolidin-3-yl)-2,2,2-trifluoroethan-1-ol